ClC=1C=CC(=NC1)C1(OC2=C(O1)C=CC=C2C2CC(OC2)CC2=NC1=C(N2C[C@H]2OCC2)C=C(C=C1)C(=O)O)C 2-((4-(2-(5-chloropyridin-2-yl)-2-methylbenzo[d][1,3]dioxol-4-yl)tetrahydrofuran-2-yl)methyl)-1-(((S)-oxetan-2-yl)methyl)-1H-benzo[d]imidazole-6-carboxylic acid